4-(2-methoxyphenyl)-2-[4-(trifluoromethoxy)phenyl]-2,3-dihydro-1H-pyrrolo[3,4-c]pyridin-1-one COC1=C(C=CC=C1)C1=NC=CC2=C1CN(C2=O)C2=CC=C(C=C2)OC(F)(F)F